NC1=C2N(C(N(C2=NC=N1)[C@H]1C(CN(CC1)CCC1CCN(CC1)C1CNC1)(F)F)=O)C1=CC=C(C=C1)OC1=CC=CC=C1 6-amino-9-[(4R)-1-{2-[1-(azetidin-3-yl)piperidin-4-yl]ethyl}-3,3-difluoropiperidin-4-yl]-7-(4-phenoxyphenyl)purin-8-one